(S)-8-((3S,5R)-4-acryloyl-3,5-dimethylpiperazin-1-yl)-11-(4-fluorophenyl)-3-methoxy-10-(trifluoromethyl)-3,4-dihydro-2H,6H-[1,4]thiazepino[2,3,4-ij]quinazolin-6-one C(C=C)(=O)N1[C@H](CN(C[C@H]1C)C1=NC(N2C3=C(C(=C(C=C13)C(F)(F)F)C1=CC=C(C=C1)F)SC[C@H](C2)OC)=O)C